4-amino-N-cyclohexyl-5-ethyl-1-(2-fluorobenzyl)-1H-pyrazole-3-carboxamide NC=1C(=NN(C1CC)CC1=C(C=CC=C1)F)C(=O)NC1CCCCC1